(1s,3s)-3-((4-chlorophthalazin-1-yl)amino)-1-methylcyclobutanol ClC1=NN=C(C2=CC=CC=C12)NC1CC(C1)(O)C